(2-fluoro-5-nitrophenyl)azetidine-3-carbonitrile FC1=C(C=C(C=C1)[N+](=O)[O-])N1CC(C1)C#N